N1CC(CC1)NC=1OCCN1 N-(pyrrolidin-3-yl)-4,5-dihydrooxazol-2-amine